methyl 3-[2-[5-bromo-2-(8-chloro-3-methoxy-4-oxo-chromen-2-yl)phenoxy]ethoxy]cyclobutanecarboxylate BrC=1C=CC(=C(OCCOC2CC(C2)C(=O)OC)C1)C=1OC2=C(C=CC=C2C(C1OC)=O)Cl